4-{7-[(2R)-2-benzyl-3-[(tert-butoxycarbonyl)amino]propionylamino]-1H-indol-3-yl}pyrazole-1-carboxylic acid tert-butyl ester C(C)(C)(C)OC(=O)N1N=CC(=C1)C1=CNC2=C(C=CC=C12)NC([C@@H](CNC(=O)OC(C)(C)C)CC1=CC=CC=C1)=O